N-[2,6-difluoro-4-[2-(5-fluoro-3-pyridinyl)ethynyl]phenyl]-2-methyl-pyrazole-3-sulfonamide FC1=C(C(=CC(=C1)C#CC=1C=NC=C(C1)F)F)NS(=O)(=O)C=1N(N=CC1)C